3,4-diacetyl-1-butene C(C)(=O)C(C=C)CC(C)=O